[I-].C12C(C3CC(CC(C1)C3)C2)=C(C2=CC(=C(/C=C/C3=CC=[N+](C=C3)C)C=C2)O)OC 4-((E)-4-(((1R,3R,5R,7S)-adamantan-2-ylidene)(methoxy)methyl)-2-hydroxystyryl)-1-methylpyridine-1-ium iodide